1,3,5-Tris[3-(dimethylamino)propyl]hexahydro-1,3,5-triazin CN(CCCN1CN(CN(C1)CCCN(C)C)CCCN(C)C)C